(R)-4-((4-(1H-pyrazol-1-yl)pyrimidin-2-yl)amino)-2-fluoro-N-(8-methylisoquinolin-1-yl)-N-(piperidin-3-yl)benzamide N1(N=CC=C1)C1=NC(=NC=C1)NC1=CC(=C(C(=O)N([C@H]2CNCCC2)C2=NC=CC3=CC=CC(=C23)C)C=C1)F